O1C=NC(=C1)CC1=CC=C(C=C1)O 4-(oxazol-4-ylmethyl)phenol